OCC1N(CC(C(C1O)O)O)CCCC1=CC=C(C=C1)CCOC 2-(hydroxymethyl)-1-{3-[4-(2-methoxyethyl)phenyl]propyl}piperidine-3,4,5-triol